(1R,3R,5S)-1-((2-methoxyethoxy)methyl)-3-methyl-N-(4-methyl-3-(pyrazolo[1,5-a]pyrazin-6-yl)phenyl)-6-azabicyclo[3.1.1]heptane-6-carboxamide COCCOC[C@]12C[C@@H](C[C@H](N1C(=O)NC1=CC(=C(C=C1)C)C=1N=CC=3N(C1)N=CC3)C2)C